3-fluoro-4-[2-(prop-2-yl)-6-[3-(trifluoromethyl)phenyl]imidazo[1,2-a]pyrazin-3-yl]phenol FC=1C=C(C=CC1C1=C(N=C2N1C=C(N=C2)C2=CC(=CC=C2)C(F)(F)F)C(C)C)O